COC=1C(=C2C=CN(C2=C(C1)C)C(=O)OC(C)(C)C)CN1C(CC2(COC2)CC1)C1=CC(=C(C=C1)C(=O)OC)NC tert-Butyl 5-methoxy-4-((6-(4-(methoxycarbonyl)-3-(methylamino)phenyl)-2-oxa-7-azaspiro[3.5]nonan-7-yl)methyl)-7-methyl-1H-indole-1-carboxylate